4-((1S,2R)-2-(cyclobutylamino)cyclopropyl)-5-methyl-N-(tetrahydro-2H-pyran-4-yl)thiophene-2-carboxamide Hydrochloride Cl.C1(CCC1)N[C@H]1[C@@H](C1)C=1C=C(SC1C)C(=O)NC1CCOCC1